C(C)N(C(C1=C(C=CC(=C1)F)OC=1C(=NC=NC1)N1CC(C1)CO)=O)C(C)C N-ethyl-5-fluoro-2-((4-(3-(Hydroxymethyl)azetidin-1-yl)pyrimidin-5-yl)oxy)-N-isopropylbenzamide